1-(4-{6-methyl-4-[(1-methylcyclopropyl)amino]furo[2,3-d]pyrimidine-5-carbonyl}piperazin-1-yl)ethan-1-one CC1=C(C2=C(N=CN=C2NC2(CC2)C)O1)C(=O)N1CCN(CC1)C(C)=O